Di-n-propoxy bis(ethylacetoacetate) titanium [Ti].C(C)CC(CC(=O)OOCCC)=O.C(C)CC(CC(=O)OOCCC)=O